(2,2,2-trifluoro-1-(2'-fluoro-2-hydroxy-5'-(trifluoromethyl)-[1,1'-biphenyl]-4-yl)ethyl)-L-leucine FC(C(C1=CC(=C(C=C1)C1=C(C=CC(=C1)C(F)(F)F)F)O)N[C@@H](CC(C)C)C(=O)O)(F)F